bis(2-chloroethyl)phosphoramidic dichloride ClCCN(P(=O)(Cl)Cl)CCCl